N-(3-(3,5-dimethoxyphenyl)-7-(pentylamino)-1,8-naphthyridin-2-yl)benzamide COC=1C=C(C=C(C1)OC)C=1C(=NC2=NC(=CC=C2C1)NCCCCC)NC(C1=CC=CC=C1)=O